4-Fluoro-5-(5-methyl-2-piperidyl)-1H-Indazole FC1=C2C=NNC2=CC=C1C1NCC(CC1)C